elaidyl tetracontanate C(CCCCCCCCCCCCCCCCCCCCCCCCCCCCCCCCCCCCCCC)(=O)OCCCCCCCC\C=C\CCCCCCCC